calcium methanoate C(=O)[O-].[Ca+2].C(=O)[O-]